C[Si]([N-][Si](C)(C)C)(C)C.C[Si]([N-][Si](C)(C)C)(C)C.C[Si]([N-][Si](C)(C)C)(C)C.[Gd+3] gadolinium (III) tris[N,N-bis(trimethylsilyl)amide]